[Na+].C(CCC(=O)[O-])(=O)[O-].C(CCCCC(C)C)O.[Na+] isooctyl alcohol succinate sodium